2-(methylamino)-8-oxopyrido[2,3-b]pyrazin CNC=1N=C2C(=NC1)N=CCC2=O